3-fluoro-1,1-dimethyl-piperidin-1-ium-4-one FC1C[N+](CCC1=O)(C)C